OC=1C=C(C=C(C(=O)OCC(C)C)C#N)C=CC1 isobutyl 3-hydroxy-α-cyanocinnamate